O=C1CC[C@@H](N1)C(=O)OC (R)-Methyl 5-oxopyrrolidine-2-carboxylate